trinitroamine [N+](=O)([O-])N([N+](=O)[O-])[N+](=O)[O-]